(pentafluorophenyl) borate-methyldi-(hexadecyl)ammonium salt C[NH+](CCCCCCCCCCCCCCCC)CCCCCCCCCCCCCCCC.B(OC1=C(C(=C(C(=C1F)F)F)F)F)([O-])[O-].C[NH+](CCCCCCCCCCCCCCCC)CCCCCCCCCCCCCCCC